(2-(4-phenylphenoxy) ethyl) selenophenyl-sulfonate [Se]1C(=CC=C1)S(=O)(=O)OCCOC1=CC=C(C=C1)C1=CC=CC=C1